Methyl O-methyl-N-(2-((S)-5-oxo-1-(2,3,5-trifluorobenzyl)pyrrolidin-2-yl)acetyl)-L-threonylglycinate CO[C@@H]([C@H](NC(C[C@H]1N(C(CC1)=O)CC1=C(C(=CC(=C1)F)F)F)=O)C(=O)NCC(=O)OC)C